N(=NC(CCC(=O)O)C#N)C(CCC(=O)O)C#N 4,4'-azobis(4-cyanobutyric acid)